6-((1-((3-bromopyridin-2-yl)methyl)-3-oxoisoindolin-2-yl)methyl)-7-fluorobenzo[d]oxazol-2(3H)-one BrC=1C(=NC=CC1)CC1N(C(C2=CC=CC=C12)=O)CC1=C(C2=C(NC(O2)=O)C=C1)F